9-(4,4-difluorocyclohexyl)-7-[(2S,4R)-2-(6-keto-1-methyl-3-pyridyl)tetrahydropyran-4-yl]-2,3-dimethyl-pyrazino[1,2-a]pyrimidin-4-one FC1(CCC(CC1)C1=NC(=CN2C1=NC(=C(C2=O)C)C)[C@H]2C[C@H](OCC2)C2=CN(C(C=C2)=O)C)F